N1N=C(C(=C1)C1=C(C(=O)C2=CC=CC=C2)C=CC(=C1)[N+](=O)[O-])C1=C(C(=O)C2=CC=CC=C2)C=CC(=C1)[N+](=O)[O-] pyrazole-3,4-diyl-bis((4-nitrobenzophenone))